FC(C(=O)O)(F)F.ClC1=CC=CC(=N1)N1CCNCC1 1-(6-chloropyridin-2-yl)piperazine trifluoroacetate salt